2-(4-cyano-2,6-diisopropylphenyl)-N-(5-(2-hydroxypropan-2-yl)biphenyl-3-ylsulfonyl)acetamide C(#N)C1=CC(=C(C(=C1)C(C)C)CC(=O)NS(=O)(=O)C=1C=C(C=C(C1)C(C)(C)O)C1=CC=CC=C1)C(C)C